FC(C1=CC=C(C=C1)[C@@H](C)OC(NC(C)(C)C)=O)(F)F (R)-(1-(4-(trifluoromethyl)phenyl)ethyl)t-butylcarbamate